[6-(3-cyclopropyl-1,2,4-triazol-1-yl)-2-azaspiro[3.3]heptan-2-yl]-[6-[[5-(trifluoromethyl)-1H-pyrazol-3-yl]methyl]-2,6-diazaspiro[3.3]heptan-2-yl]methanone C1(CC1)C1=NN(C=N1)C1CC2(CN(C2)C(=O)N2CC3(C2)CN(C3)CC3=NNC(=C3)C(F)(F)F)C1